1-(3-((3-((2-(4-methoxyphenyl)quinolin-4-yl)amino)propyl)(methyl)amino)propyl)piperidin-4-ol COC1=CC=C(C=C1)C1=NC2=CC=CC=C2C(=C1)NCCCN(CCCN1CCC(CC1)O)C